(2-((5-cyclopropyl-3-(2,6-dichlorophenyl)isoxazol-4-yl)amino)-7-azaspiro[3.5]non-7-yl)-4-fluorobenzo[d]thiazole-6-carboxylic acid C1(CC1)C1=C(C(=NO1)C1=C(C=CC=C1Cl)Cl)NC1CC2(C1)CCN(CC2)C=2SC1=C(N2)C(=CC(=C1)C(=O)O)F